4-(2-hydroxy-prop-2-yl)-N-((5-(pyrazolo[1,5-a]pyridin-6-yl)-2,3-dihydro-1H-inden-4-yl)carbamoyl)thiophene-2-sulfonamide OC(C)(C)C=1C=C(SC1)S(=O)(=O)NC(NC1=C2CCCC2=CC=C1C=1C=CC=2N(C1)N=CC2)=O